3,6-bis(4-aminobutyl)-2,5-diketopiperazine NCCCCC1C(NC(C(N1)=O)CCCCN)=O